1-Ethyl-8-methyl-9H-xanthene-3,6-diol C(C)C1=CC(=CC=2OC3=CC(=CC(=C3CC12)C)O)O